2-(1,1-dimethylethyl)-6-[[3-(1,1-dimethylethyl)-2-hydroxy-5-methylphenyl]-methyl]-4-methylphenyl acrylate C(C=C)(=O)OC1=C(C=C(C=C1CC1=C(C(=CC(=C1)C)C(C)(C)C)O)C)C(C)(C)C